FC(COC(C(=O)Cl)=O)(F)F.C(C)(C)N1N=CC=C1[C@@H]1N(C[C@@H](CC1)C)C(C(=O)OCC(F)(F)F)=O |r| rac-2,2,2-Trifluoroethyl 2-((2R,5R)-2-(1-isopropyl-1H-pyrazol-5-yl)-5-methylpiperidin-1-yl)-2-oxoacetate 2,2,2-Trifluoroethyl-2-chloro-2-oxo-acetate